5,6-dihydroxy-1,10-phenanthroline OC1=C2C=CC=NC2=C2N=CC=CC2=C1O